CN1CCN(C2=CC=CC(=C12)C)C(=O)[C@H]1NCCC1 (4,5-dimethyl-1,2,3,4-tetrahydroquinoxalin-1-yl)[(2S)-tetrahydro-1H-pyrrol-2-yl]methanone